COC=1C=C(C=C(C1OC)OC)/C=C/C(=O)OCC (E)-ethyl 3-(3,4,5-trimethoxyphenyl)acrylate